NC1=NNC2=C1C(=NC=C2C2=NC=C(C=C2)C(=O)N2CCOCC2)C2=CC=C(CNC(C1=C(C=CC(=C1)F)OC)=O)C=C2 N-(4-(3-amino-7-(5-(morpholine-4-carbonyl)pyridin-2-yl)-1H-pyrazolo[4,3-c]pyridin-4-yl)benzyl)-5-fluoro-2-methoxybenzamide